C1(=CC=C(C=C1)C1=NNC(=N1)O)C1=NNC(=N1)O 3,3'-(1,4-phenylene)bis(5-hydroxy-1H-1,2,4-triazole)